1-dodecyl-dimethyl-silanol C(CCCCCCCCCCC)[Si](O)(C)C